OCCOCN1C=2N=C(NC(C2N=C1)=O)N 9-2-hydroxy-ethoxymethyl-guanine